N-Methyl-Azacyclohexyltryptamine CN(CCC1=CNC2=CC=CC=C12)N1CCCCC1